1-(7-((1S,2S)-2-(2-chlorophenyl)-4,4-dimethylcyclohexane-1-carbonyl)-5,5-difluoro-2,7-diazaspiro[3.5]nonan-2-yl)prop-2-en-1-one ClC1=C(C=CC=C1)[C@@H]1[C@H](CCC(C1)(C)C)C(=O)N1CC(C2(CN(C2)C(C=C)=O)CC1)(F)F